cadaverine HCl salt Cl.NCCCCCN